4-(3,5-dimethoxy-4-(prop-1-en-2-yl)styryl)thiazole COC=1C=C(C=CC=2N=CSC2)C=C(C1C(=C)C)OC